(S)-5-(4-((7-ethyl-6-oxo-5H-1,5-naphthyridin-3-yl)methyl)-2-methylpiperazine-1-yl)-N-(methyl-d3)pyridine-2-carboxamide C(C)C=1C(NC=2C=C(C=NC2C1)CN1C[C@@H](N(CC1)C=1C=CC(=NC1)C(=O)NC([2H])([2H])[2H])C)=O